C(=O)(OC(C)(C)C)C=1C(C(=O)O)=CC(CC1)=S(=O)=O (BOC)-5-sulfonyl-benzoic acid